tert-butyl (E)-(4-(2-amino-5-carbamoyl-7-(3-hydroxypropoxy)-1H-benzo[d]imidazol-1-yl)but-2-en-1-yl)carbamate NC1=NC2=C(N1C/C=C/CNC(OC(C)(C)C)=O)C(=CC(=C2)C(N)=O)OCCCO